OC1=C(C=CC(=C1)O)C=1NC(=NN1)C(=O)N 5-(2,4-dihydroxyphenyl)-4H-1,2,4-triazole-3-carboxamide